O1CCC2=C1C=CC(=C2)S(=O)(=O)N2CCC(CC2)C=2C(=CC=1N(C2)C=CN1)C 6-(1-((2,3-dihydrobenzofuran-5-yl)sulfonyl)piperidin-4-yl)-7-methylimidazo[1,2-a]pyridine